C1(CC1)N1N=CC(=C1)[C@@H]1O[C@@H](C[C@@H](C1)C=1N=C(C2=C(N1)N=C(C=C2)C)C21CC(C2)(C1)C(F)(F)F)C 2-((2R,4S,6R)-2-(1-cyclopropyl-1H-pyrazol-4-yl)-6-methyltetrahydro-2H-pyran-4-yl)-7-methyl-4-(3-(trifluoromethyl)bicyclo[1.1.1]pentan-1-yl)pyrido[2,3-d]pyrimidine